6-ethylnorbornene C(C)C1CC2C=CC1C2